(tert-butyl)-3-(difluoromethyl)-2,6-naphthyridine-1,7-diamine C(C)(C)(C)C1=C(N=C(C2=CC(=NC=C12)N)N)C(F)F